2-(2-aminoprop-2-yl)-N-(4-fluorobenzyl)-5-hydroxy-1-methyl-6-oxo-1,6-dihydropyrimidine-4-carboxamide NC(C)(C)C=1N(C(C(=C(N1)C(=O)NCC1=CC=C(C=C1)F)O)=O)C